FC=1C(=NC=CC1)CNC(=O)C=1N=C(OC1)CCNCCC=1N(C2=C(N1)C=C1C(=C2)OCO1)CCOC N-((3-fluoropyridin-2-yl)methyl)-2-(2-((2-(5-(2-methoxyethyl)-5H-[1,3]dioxolo[4',5':4,5]benzo[1,2-d]imidazol-6-yl)ethyl)amino)ethyl)oxazole-4-carboxamide